(R)-N-methyl-N-(pyrrolidin-3-yl)methanesulfonamide CN([C@@H]1CCNC1)S(=O)(=O)C